BrC=1C=2C(C(=NC1)OC)=NN(C2)COCC[Si](C)(C)C 4-bromo-7-methoxy-2-{[2-(trimethylsilyl)ethoxy]methyl}-2H-pyrazolo[3,4-c]pyridine